CC1COC2=C(O1)C=C(C=C2N2CCNCC2)C 2,7-Dimethyl-5-(piperazin-1-yl)-2,3-dihydro-1,4-benzodioxine